1,1-dimethylethylperoxide CC(C)(C)OOC(C)(C)C